5-(3-(4-(Chloromethyl)phenyl)propylamino)-3-methylbenzofuran-2-carboxylic acid ClCC1=CC=C(C=C1)CCCNC=1C=CC2=C(C(=C(O2)C(=O)O)C)C1